C(C)(=O)NC1=C(C(=O)OC)C=C(C(=C1)Cl)I methyl 2-acetamido-4-chloro-5-iodobenzoate